C(C=C)(=O)N1C(CN(CC1)C=1N=C2C(=NC1)NC=C2C(=O)NCCCC(F)(F)F)(C)C 2-(4-acryloyl-3,3-dimethylpiperazin-1-yl)-N-(4,4,4-trifluorobutyl)-5H-pyrrolo[2,3-b]pyrazine-7-carboxamide